ClC=1C=C(C=2N(N1)C=CN2)[C@@H]2[C@H](C2)C2=CC(=CC=C2)C(F)(F)F 6-chloro-8-((1S,2S)-2-[3-(trifluoromethyl)phenyl]cyclopropyl)imidazo[1,2-b]pyridazine